2-{2',7'-di-tert-butyl-9,9'-spirobi[fluorene]-8-yl}-4,4,5,5-tetramethyl-1,3,2-dioxaborolane C(C)(C)(C)C1=CC2=C(C=C1)C1=CC=C(C=C1C21C2=C(C=CC=C2C=2C=CC=CC12)B1OC(C(O1)(C)C)(C)C)C(C)(C)C